Racemic-ethyl-2-(difluoromethyl)-5-(2,4-difluorophenyl)-3,4-dihydro-2H-pyrano[2,3-b]pyridine-7-carboxamide C(C)[C@@]1(CCC=2C(=NC(=CC2C2=C(C=C(C=C2)F)F)C(=O)N)O1)C(F)F |r|